CN1N=CC(=C1)C1=CC=2N(C=C1)C(=CN2)C2=CC=CC(=N2)NC2=CC=C(C=C2)[N+](=O)[O-] 6-(7-(1-methyl-1H-pyrazol-4-yl)imidazo[1,2-a]pyridin-3-yl)-N-(4-nitrophenyl)pyridin-2-amine